O=C1NC(CCC1NC1=CC(=C(C=C1)N1CCC(CC1)N1CC2(C1)CC(C2)C(=O)O)F)=O 2-(1-(4-((2,6-dioxopiperidin-3-yl)amino)-2-fluorophenyl)piperidin-4-yl)-2-azaspiro[3.3]heptane-6-carboxylic acid